C1CCC12N(CCOC2)CC(=O)NC=2C=C(C(=NC2)C)NC(=O)C2=NN=C1N2C=CC(=C1)C=1C=NN(C1)C N-(5-(2-(8-oxa-5-azaspiro[3.5]nonan-5-yl)acetamido)-2-methylpyridin-3-yl)-7-(1-methyl-1H-pyrazol-4-yl)-[1,2,4]triazolo[4,3-a]pyridine-3-carboxamide